1-(2-dipropylaminoethyl)piperazine C(CC)N(CCN1CCNCC1)CCC